N1-[2-(dimethylamino)ethyl]-2-fluoro-N4-(7-{8-methyl-1H,2H,3H-pyrido[2,3-b][1,4]oxazin-7-yl}-5H,6H,7H,8H-pyrido[3,4-d]pyrimidin-2-yl)benzene-1,4-diamine CN(CCNC1=C(C=C(C=C1)NC=1N=CC2=C(N1)CN(CC2)C2=C(C1=C(OCCN1)N=C2)C)F)C